C(C(=O)OCC1=CC=C(C=C1)Cl)(=O)OCC1=CC=C(C=C1)Cl di-(4-chlorobenzyl) oxalate